5,6-difluorosaccharin FC=1C=C2C(NS(=O)(=O)C2=CC1F)=O